3-FURAMIDE O1C=C(C=C1)C(=O)N